C(C)OC1=CC(=NC=C1OC)C(=CS(=O)(=O)C)N 1-(4-ethoxy-5-methoxypyridin-2-yl)-2-(methylsulfonyl)vinylamine